NC1=C(C=CC(=N1)NC(=O)[C@H](C(C1CC1)C1CC1)NC(=O)C=1N(N=CC1)CC)C=1C(=NNC1C)C N-[(1S)-1-[[6-amino-5-(3,5-dimethyl-1H-pyrazol-4-yl)-2-pyridyl]carbamoyl]-2,2-dicyclopropyl-ethyl]-2-ethyl-pyrazole-3-carboxamide